COC1=CC=C(C=C1)CNC1=NN2C(S1)=NC=C2C=2C=C(C(=O)N(C)C)C=CC2 3-[2-[(4-methoxyphenyl)methylamino]imidazo[2,1-b][1,3,4]thiadiazol-5-yl]-N,N-dimethyl-benzamide